CC=1C=C(C=CC1NCC1=C(C=CC=C1)C)S(=O)(=O)N[C@H](C)C1CCN(CC1)C (R)-3-methyl-4-((2-methylbenzyl)amino)-N-(1-(1-methylpiperidin-4-yl)ethyl)benzene-sulfonamide